10-benzyl-6,6-dimethyl-1,4,9-trioxadispiro[4.2.48.25]tetradecan C(C1=CC=CC=C1)C1OC2(CC(C3(OCCO3)CC2)(C)C)CC1